5-{[(3R)-3-(methoxycarbonyl)pyrrolidin-1-yl]methyl}pyridine COC(=O)[C@H]1CN(CC1)CC=1C=CC=NC1